dioxysulfoxide O1OS1=O